diphenyl-(tridecyl) thiophosphite P(SCCCCCCCCCCCCC(C1=CC=CC=C1)C1=CC=CC=C1)([O-])[O-]